CC1=C(C(=CC=C1)C)C1=NC=2NS(C=3C=CC=C(NC([C@H]4CNC[C@@H](OC(=C1)N2)C4)=O)C3)(=O)=O (3S,7R)-19-(2,6-dimethylphenyl)-2-oxa-15λ6-thia-5,9,16,18,21-pentaazatetracyclo[15.3.1.13,7.110,14]tricosa-1(20),10,12,14(22),17(21),18-hexaene-8,15,15-trione